C(C)(C)(C)OC(=O)N([C@@H]1[C@H](C[C@@H](OC1)C(=O)N1[C@H](C2=CC=CC=C2CC1)C1=CC=C(C=C1)F)NCC(=O)OC)C methyl ((2R,4S,5R)-5-((tert-butoxycarbonyl)(methyl)amino)-2-((S)-1-(4-fluorophenyl)-1,2,3,4-tetrahydroisoquinoline-2-carbonyl)tetrahydro-2H-pyran-4-yl)glycinate